OC(C)(C)C=1C(=CC2=CN(N=C2C1)C1CCN(CC1)C1CCN(CC1)C(=O)OC(C)(C)C)NC(C1=NC(=CC=C1)C(F)(F)F)=O tert-butyl 4-(6-(2-hydroxypropan-2-yl)-5-(6-(trifluoromethyl) picolinamido)-2H-indazol-2-yl)-[1,4'-bipiperidine]-1'-carboxylate